FC=1C(=CC=2N(C1)C=NN2)CCC=O 3-(6-Fluoro-[1,2,4]triazolo[4,3-a]pyridin-7-yl)propanal